C1=NC=C(C2=CC=CC=C12)C1(NC(N(C1)C=1N(C(=CN1)C(F)(F)F)COCC[Si](C)(C)C)=O)C#N (isoquinolin-4-yl)-2-oxo-1-(5-(trifluoromethyl)-1-((2-(trimethylsilyl)ethoxy)methyl)-1H-imidazol-2-yl)imidazoline-4-carbonitrile